2,2,4-Trimethyl-1,6-diaminohexan CC(CN)(CC(CCN)C)C